2-(3,5-di-tert-butyl-4-hydroxyphenyl)-1-(3-methoxyphenyl)-2-phenylethan-1-one C(C)(C)(C)C=1C=C(C=C(C1O)C(C)(C)C)C(C(=O)C1=CC(=CC=C1)OC)C1=CC=CC=C1